FC=1C(=NC=CC1)N1N(CC(C1)OC1OCCCC1)C(=O)OC(C)(C)C tert-butyl 2-(3-fluoropyridin-2-yl)-4-((tetrahydro-2H-pyran-2-yl)oxy)pyrazolidine-1-carboxylate